tri(piperidino)vinylsilane N1(CCCCC1)C(=C(N1CCCCC1)N1CCCCC1)[SiH3]